N(=[N+]=[N-])CCOC1=CC=C(C=C1)NC1=NC=C(C(=N1)NC=1C=C(C=CC1)NC(C=C)=O)F N-(3-(2-(4-(2-azidoethoxy)phenylamino)-5-fluoropyrimidin-4-ylamino)phenyl)acrylamide